(2S,4S)-2-(2-dimethylaminoethylcarbamoyl)-4-hydroxy-pyrrolidine-1-carboxylic acid benzyl ester C(C1=CC=CC=C1)OC(=O)N1[C@@H](C[C@@H](C1)O)C(NCCN(C)C)=O